6,8-dimethylthiochroman-4-one CC=1C=C2C(CCSC2=C(C1)C)=O